COC1=C(C=CC=2SC=CC21)C2=C(N=C(N=N2)N[C@H]2CN(CCC2)C)C (R)-6-(4-methoxybenzo[b]thiophen-5-yl)-5-methyl-N-(1-methylpiperidin-3-yl)-1,2,4-triazin-3-amine